FC(CN1N=NC=C1C(C)N1N=CC(=C1)[N+](=O)[O-])F 1-(2,2-difluoroethyl)-5-[1-(4-nitropyrazol-1-yl)ethyl]triazole